5-((1-(cyclohexylmethyl)piperidin-3-yl)methyl)benzo[1,6]naphthyridine-3-carboxylic acid methyl ester COC(=O)C=1C=NC2=C3C(=NC(=C2C1)CC1CN(CCC1)CC1CCCCC1)C=CC=C3